O1N=CN=C1C(=O)N 1,2,4-oxadiazole-5-formamide